1-tetrahydrothiopyranium [SH+]1CCCC=C1